C(CCCCCCCCC(=O)OCCCCCCCC)(=O)OCC(COC(CCC(OCCCCCCCC)OCCCCCCCC)=O)CO 1-(3-((4,4-bis(octyloxy)butanoyl)oxy)-2-(hydroxymethyl)propyl) 10-octyl decanedioate